rac-trans-(9H-fluoren-9-yl)methyl 3-ethyl-3-fluoro-4-hydroxypiperidine-1-carboxylate C(C)[C@]1(CN(CC[C@H]1O)C(=O)OCC1C2=CC=CC=C2C=2C=CC=CC12)F |r|